tert-butyl N-[6-[(6-cyano-4-methyl-3-pyridyl)oxy]-2-(methylamino)-3-nitro-4-pyridyl]carbamate C(#N)C1=CC(=C(C=N1)OC1=CC(=C(C(=N1)NC)[N+](=O)[O-])NC(OC(C)(C)C)=O)C